(3-fluorophenylethyl)-2,3,4,9-tetrahydro-1H-carbazol-1-amine FC=1C=C(C=CC1)CCC1(CCCC=2C3=CC=CC=C3NC12)N